5-cyclohexyl-1,3-thiazol-2-amine C1(CCCCC1)C1=CN=C(S1)N